COC(=O)C=1C=NC(=CC1)OC 6-methoxy-pyridine-3-carboxylic acid methyl ester